C(C1CC(C(C(C1)CC)N)C)C1CC(C(C(C1)CC)N)C 4,4'-methylenebis(2-methyl-6-ethylcyclohexylamine)